BrCC1=C([C@@H](N=C(N1)C=1SC=CN1)C1=C(C(=CC=C1)F)Cl)C(=O)OCC (R)-ethyl 6-(bromomethyl)-4-(2-chloro-3-fluorophenyl)-2-(thiazol-2-yl)-1,4-dihydropyrimidine-5-carboxylate